3-(2-fluoro-6-morpholinopyridin-4-yl)-4-methylaniline FC1=NC(=CC(=C1)C=1C=C(N)C=CC1C)N1CCOCC1